ClC1=NC2=C(C=C(C=C2C(=N1)N1CC2(COC(O2)(C)C)CCC1)F)F 7-(2-chloro-6,8-difluoroquinazolin-4-yl)-2,2-dimethyl-1,3-dioxa-7-azaspiro[4.5]decane